1-({3,4-difluoro-2-[(2-fluoro-4-iodophenyl)amino]phenyl}carbonyl)-3-({[1-(hydroxymethyl)cyclopentyl]amino}methyl)azetidin-3-ol FC=1C(=C(C=CC1F)C(=O)N1CC(C1)(O)CNC1(CCCC1)CO)NC1=C(C=C(C=C1)I)F